{1-[1-(2,3-difluorobenzoyl)piperidin-4-yl]-3-[4-(7H-pyrrolo[2,3-d]pyrimidin-4-yl)-1H-pyrazol-1-yl]azetidin-3-yl}acetonitrile FC1=C(C(=O)N2CCC(CC2)N2CC(C2)(N2N=CC(=C2)C=2C3=C(N=CN2)NC=C3)CC#N)C=CC=C1F